5-(3-ethyl-2-methyl-3H-imidazo[4,5-b]pyridin-5-yl)-N-(trans-4-methoxycyclohexyl)pyrrolo[2,1-f][1,2,4]triazin-2-amine C(C)N1C(=NC=2C1=NC(=CC2)C=2C=CN1N=C(N=CC12)N[C@@H]1CC[C@H](CC1)OC)C